disilylphosphine [SiH3]P[SiH3]